ClC=1C(=C(C#N)C=C(C1)C(C)(C1=CC=C(C=C1)OCC1=NC(=NC=C1)SC)C)OCCC(CCOC=1C=C2CN(C(C2=CC1F)=O)C1C(NC(CC1)=O)=O)(F)F 3-chloro-2-[5-[2-(2,6-dioxo-3-piperidyl)-6-fluoro-1-oxo-isoindolin-5-yl]oxy-3,3-difluoro-pentoxy]-5-[1-methyl-1-[4-[(2-methylsulfanylpyrimidin-4-yl)methoxy]phenyl]ethyl]benzonitrile